3-(2-(pyridin-3-yl)phenyl)-5-methyl-pyrazol-4-ol N1=CC(=CC=C1)C1=C(C=CC=C1)C1=NNC(=C1O)C